tetramethyldisilazane C[Si](C)N[Si](C)C